BrC1=C(C=CC=C1)\C=C/C1=CC=CC=C1 (Z)-1-bromo-2-styrylbenzene